ClC1=CC=C(CSC2=NN=C3N2C(=C(C(N3)=O)C)C)C=C1 3-[(4-chlorobenzyl)sulfanyl]-5,6-dimethyl-[1,2,4]triazolo[4,3-a]pyrimidin-7(8H)-one